NC1C2=C(N=CN=C2)CC12CCN(CC2)C=2N=CC=NC2 5-(5-amino-5,7-dihydrospiro[cyclopenta[d]pyrimidine-6,4'-piperidin]-1'-yl)pyrazin